BrC1=C(C=CC(=C1F)[N+](=O)[O-])F 2-bromo-1,3-difluoro-4-nitrobenzene